C(C)OC(=O)C1=CC=2N=CN=C(C2N1S(=O)(=O)C1=CC=C(C)C=C1)Cl 4-chloro-5-(p-toluenesulfonyl)pyrrolo[3,2-d]Pyrimidine-6-carboxylic acid ethyl ester